9-((1R,3s,5S)-8-oxabicyclo[3.2.1]oct-3-yl)-7-methyl-2-((7-methyl-[1,2,4]Triazolo[1,5-a]pyridin-6-yl)amino)-7,9-dihydro-8H-purin-8-one [C@H]12CC(C[C@H](CC1)O2)N2C1=NC(=NC=C1N(C2=O)C)NC=2C(=CC=1N(C2)N=CN1)C